ClC=1C=C2CC(C(C2=CC1)=O)(C(=O)OC)O methyl 5-chloro-2,3-dihydro-2-hydroxy-1-oxo-1H-indene-2-carboxylate